ClC1=C(C(=NC2=C(C=CC(=C12)C)Cl)S(=O)CC1=NOC(=C1)C)C(C(C)C)=O 1-(4,8-dichloro-5-methyl-2-(((5-methylisoxazol-3-yl)methyl)sulfinyl)quinolin-3-yl)-2-methylpropan-1-one